N-((4-methoxy-6-methyl-2-oxo-1,2-dihydropyridin-3-yl)methyl)-6-methyl-5-(1-morpholinoethyl)-1-(1H-pyrazol-5-yl)indolizine-7-carboxamide COC1=C(C(NC(=C1)C)=O)CNC(=O)C=1C(=C(N2C=CC(=C2C1)C1=CC=NN1)C(C)N1CCOCC1)C